4-(1-((3,3-difluoro-1-methylcyclobutyl)methyl)-3-(2-(difluoromethyl)cyclopropyl)-4-(trifluoromethyl)-1H-pyrazole-5-carboxamido)-2-(S-methylsulfonimidoyl)pyridine 1-oxide FC1(CC(C1)(C)CN1N=C(C(=C1C(=O)NC1=CC(=[N+](C=C1)[O-])S(=O)(=N)C)C(F)(F)F)C1C(C1)C(F)F)F